ClC=1C=C(C(=NC1C(F)(F)F)OC1=C(C(=C(C=C1)F)F)C)B(O)O [5-Chloro-2-(3,4-difluoro-2-methyl-phenoxy)-6-(trifluoromethyl)-3-pyridyl]boronic acid